C1=NC=C(C2=CC=CC=C12)N1C(N(C[C@@H]1C#N)C1=CC(=NC=C1C)C(F)(F)F)=O |r| racemic-3-(isoquinolin-4-yl)-1-(5-methyl-2-(trifluoromethyl)pyridin-4-yl)-2-oxoimidazolidine-4-carbonitrile